NC=1C2=C(N=CN1)N(C=C2C2=NC=NS2)[C@H]2[C@@H]([C@@H]([C@H](C2)CNCCCNCCC2=CC=CC=C2)O)O (1R,2S,3R,5R)-3-[4-amino-5-(1,2,4-thiadiazol-5-yl)pyrrolo[2,3-d]pyrimidin-7-yl]-5-[({3-[(2-phenylethyl)amino]propyl}amino)methyl]cyclopentane-1,2-diol